(2r,4s)-2-(2-(5-(tert-butyl)-2-methylphenyl)-7-azaspiro[3.5]nonane-7-carbonyl)-5-azaspiro[3.4]octan-6-one C(C)(C)(C)C=1C=CC(=C(C1)C1CC2(C1)CCN(CC2)C(=O)C2CC1(C2)NC(CC1)=O)C